methyl-3,4,8,9,10,11-hexahydro-1H-pyrido[4',3':3,4]pyrazolo[1,5-a]azepine CC1NCCC2=NN3C(CCCCC3)=C21